(1S,5R)-5-[2-[6-amino-4-(3-chloro-2-fluoro-anilino)quinazolin-7-yl]ethynyl]-3-azabicyclo[3.1.0]hexan-2-one NC=1C=C2C(=NC=NC2=CC1C#C[C@@]12CNC([C@H]2C1)=O)NC1=C(C(=CC=C1)Cl)F